ClC=1C=C(C=CC1F)C1=NC2=CC(=CC=C2C(=N1)N)OCCCN1CCOCC1 (3-Chloro-4-fluorophenyl)-7-(3-morpholinopropoxy)-quinazolin-4-amine